NC(CC(=O)OCC)C1(CCCC1)C ethyl 3-amino-3-(1-methyl-cyclopentyl)-propionate